4-methylsulfonyl-7-phenyl-thieno[3,2-d]pyrimidine CS(=O)(=O)C=1C2=C(N=CN1)C(=CS2)C2=CC=CC=C2